8-((2-fluoro-4-(methylthio)phenyl)amino)-7-methyl-3,4-dihydro-2,7-naphthyridine-1,6(2H,7H)-dione FC1=C(C=CC(=C1)SC)NC=1N(C(C=C2CCNC(C12)=O)=O)C